N-(3-(difluoromethyl)-1-(1-(3-(2,4-dioxotetrahydropyrimidin-1(2H)-yl)benzyl)piperidin-4-yl)-1H-pyrazol-4-yl)-5-morpholinopyrazolo[1,5-a]pyrimidine-3-carboxamide FC(C1=NN(C=C1NC(=O)C=1C=NN2C1N=C(C=C2)N2CCOCC2)C2CCN(CC2)CC2=CC(=CC=C2)N2C(NC(CC2)=O)=O)F